BrC1=C(C(=CC=C1)C1=CC=C(C=C1)[2H])[2H] 3-bromo-1,1'-biphenyl-2,4'-d2